(6-methoxy-2-((1r,4r)-4-(piperazin-1-ylmethyl)cyclohexyl)-2H-indazol-5-yl)-6-(trifluoromethyl)pyridinecarboxamide COC=1C(=CC2=CN(N=C2C1)C1CCC(CC1)CN1CCNCC1)C=1C(=NC(=CC1)C(F)(F)F)C(=O)N